(2R)-1-(2,3,5,6-Tetrafluoropyridin-4-yl)pyrrolidine-2-carboxylic acid FC1=NC(=C(C(=C1F)N1[C@H](CCC1)C(=O)O)F)F